1-(4-piperazin-1-ylphenyl)hexahydro-pyrimidine-2,4-dione N1(CCNCC1)C1=CC=C(C=C1)N1C(NC(CC1)=O)=O